ClC1=CC=C2C(=CNC2=C1)S(=O)(=O)NC1=NC(=C(C(=N1)OC)C1CC1)OC 6-chloro-N-(5-cyclopropyl-4,6-dimethoxy-pyrimidin-2-yl)-1H-indole-3-sulfonamide